C(CC)C1CN(C1)C1=NC=C(C=N1)C1(CCC(CC1)N)N 1-(2-(3-propylazetidin-1-yl)pyrimidin-5-yl)cyclohexane-1,4-diamine